fluoroethyl fluoroacetate FCC(=O)OCCF